C(CC1=CC=CC=C1)N1C(=NC2=C1C=CC=C2)C2OCCC2 1-Phenethyl-2-(tetrahydrofuran-2-yl)-benzo[d]imidazole